N1=CC=C(C=C1)C1=NC2=C(N1)C=CC(=C2)N 2-(pyridin-4-yl)-1H-benzimidazol-5-amine